(R)-6-(6-methoxy-d3-5-((1-(3-(trifluoromethoxy)phenyl)ethyl)carbamoyl)pyridin-3-yl)-N-methyl-1H-indazole-3-carboxamide C(OC1=C(C=C(C=N1)C1=CC=C2C(=NNC2=C1)C(=O)NC)C(N[C@H](C)C1=CC(=CC=C1)OC(F)(F)F)=O)([2H])([2H])[2H]